6-bromo-2-[3-[1,2-difluoro-1-(4-methyl-4H-1,2,4-triazol-3-yl)propan-2-yl]phenyl]-4-(trifluoromethyl)-2,3-dihydro-1H-isoindol-1-one BrC1=CC(=C2CN(C(C2=C1)=O)C1=CC(=CC=C1)C(C(C1=NN=CN1C)F)(C)F)C(F)(F)F